CC1(CCN(CC1)C1=NC=2C(=NC=C(N2)SC2=CC3=C(OCCN3C)C=C2)N1)N 4-methyl-1-(5-((4-methyl-3,4-dihydro-2H-benzo[b][1,4]oxazin-6-yl)thio)-1H-imidazo[4,5-b]pyrazin-2-yl)piperidin-4-amine